C(CCCCCCCCCCCCC)[Si](OCCOC)(CCCCCCCCCCCCCC)CCCCCCCCCCCCCC tritetradecyl-(2-methoxyethoxy)silane